N-{cyclooctyl-[4-fluoro-5-(1H-pyrazol-5-yl)-1H-benzoimidazol-2-yl]methyl}-3-methyl-isoxazole-4-carboxamide C1(CCCCCCC1)C(NC(=O)C=1C(=NOC1)C)C1=NC2=C(N1)C=CC(=C2F)C2=CC=NN2